C(#N)C=1C=CC(=C(C1)NC1=NC=C(C(=N1)NCC=1C(=NC=CC1)N(S(=O)(=O)C)C)C(F)(F)F)C N-{3-[({2-[(5-cyano-2-methylphenyl)amino]-5-(trifluoromethyl)pyrimidin-4-yl}amino)methyl]pyridin-2-yl}-N-methylmethane-sulfonamide